C(C=C)(=O)NC(=C(C(=O)N)NC(C(=C)C)=O)NC(C=C)=O acrylamidyl-acrylamidyl-methacrylamidyl-acrylamide